CN(C1CC2=C(N(N=C2CC1)C1=NC=CC=C1)O)CC1=CC=NC=C1 5-[Methyl(pyridin-4-ylmethyl)amino]-2-(pyridin-2-yl)-4,5,6,7-tetrahydro-2H-indazol-3-ol